FC(C(=O)O)(F)F.FC(C(=O)O)(F)F.CN(C)CC1=NC2=C(C=CC=C2C=C1)NS(=O)(=O)C1CCNCC1 N-(2-((Dimethylamino)methyl)quinolin-8-yl)piperidine-4-sulfonamide di-trifluoroacetate